2H-PYRAZOLO[4,3-D]PYRIMIDIN N=1NC=C2N=CN=CC21